4-amino-1-((2R,3R,4R,5R)-3,4-dihydroxy-5-(hydroxymethyl)-4-methyltetrahydrofuran-2-yl)pyrimidin-2(1H)-one NC1=NC(N(C=C1)[C@@H]1O[C@@H]([C@]([C@H]1O)(C)O)CO)=O